BrC=1C(=C(/C=N/O)C=CC1)F (E)-3-Bromo-2-fluorobenzaldehyde oxime